CN([C@@H](C(C)C)C(=O)O)C(=O)N1C[C@H](N(CC1)C(=O)C1[N@@](C1)C(C1=CC=CC=C1)(C1=CC=CC=C1)C1=CC=CC=C1)C N-methyl-N-((R)-3-methyl-4-((R)-1-trityl-aziridine-2-carbonyl)piperazine-1-carbonyl)-L-valine